4-hexyldecyl 8-((1-hydroxypropan-2-yl)(6-oxo-6-(undecyloxy)hexyl) amino)octanoate OCC(C)N(CCCCCCCC(=O)OCCCC(CCCCCC)CCCCCC)CCCCCC(OCCCCCCCCCCC)=O